dioctadecyl 2-(3-tert-butyl-4-hydroxy-5-methylbenzyl)-malonate C(C)(C)(C)C=1C=C(CC(C(=O)OCCCCCCCCCCCCCCCCCC)C(=O)OCCCCCCCCCCCCCCCCCC)C=C(C1O)C